ClC1=C(C(=CC=C1)O)C1=C(C2=C(CN3[C@@H](CO2)CNCC3)C=C1C#N)F (12AR)-9-(2-chloro-6-hydroxyphenyl)-10-fluoro-1,2,3,4,12,12a-hexahydro-6H-pyrazino[2,1-c][1,4]benzoxazepine-8-carbonitrile